(3R,4R)-4-aminotetrahydro-2H-pyran-3-ol N[C@H]1[C@H](COCC1)O